OC12CC3(CC(CC(C1)C3)C2)C(C(=O)O)=O 2-(3-hydroxyadamantan-1-yl)-2-oxoacetic acid